7-(Cyclopropyl(hydroxy)methyl)-3-methyl-8-(1-methyl-1H-indazol-5-yl)-1-(tetrahydro-2H-pyran-4-yl)-3,6-dihydroimidazo[4,5-d]pyrrolo[2,3-b]pyridin-2(1H)-on C1(CC1)C(C1=C(C=2C(=NC=C3C2N(C(N3C)=O)C3CCOCC3)N1)C=1C=C3C=NN(C3=CC1)C)O